t-butyl (5R,8S)-8-carbamoyl-4-oxo-2-phenyl-1,3,7-triazaspiro[4.4]non-1-ene-7-carboxylate C(N)(=O)[C@H]1N(C[C@@]2(C(NC(=N2)C2=CC=CC=C2)=O)C1)C(=O)OC(C)(C)C